OC(CC(=O)O)(CCO)C 3,5-dihydroxyl-3-methylpentanoic acid